Hydroxynaphthonitril OC1=C(C2=CC=CC=C2C=C1)C#N